3-methoxy-N-methyl-4-{[3-(4-{[(1R,4R)-4-hydroxy-4-methylcyclohexyl]amino}-1-(2,2,2-trifluoroethyl)-1H-indol-2-yl)prop-2-yn-1-yl]amino}benzamide COC=1C=C(C(=O)NC)C=CC1NCC#CC=1N(C2=CC=CC(=C2C1)NC1CCC(CC1)(C)O)CC(F)(F)F